S1[SiH2]CCCC1 thiasilacyclohexane